(19R)-22-amino-16-fluoro-5,10,19-trimethyl-20-oxa-4,5,10,11,23-pentaazapentacyclo[19.3.1.02,6.08,12.013,18]pentacosa-1(24),2(6),3,8,11,13,15,17,21(25),22-decaene-3-carbonitrile NC=1C=2O[C@@H](C3=CC(=CC=C3C3=NN(C=C3CC=3N(N=C(C3C(=CN1)C2)C#N)C)C)F)C